(S) or (R)-4-(1-(dimethylamino)-2-methylpropan-2-yl)-N'-((1,2,3,5,6,7-hexahydro-s-indacen-4-yl)carbamoyl)benzenesulfonimidamide CN(CC(C)(C)C1=CC=C(C=C1)[S@](=O)(N)=NC(NC1=C2CCCC2=CC=2CCCC12)=O)C |o1:12|